N1CC(C1)C1=NC=C(C=N1)Cl 2-(azetidine-3-yl)-5-Chloropyrimidine